C(C)OC(CC=1C=C(C=CC1)C(C(=O)OC(C)(C)C)(CCCCCSCC(=O)OCC)C)=O tert-Butyl 2-(3-(2-ethoxy-2-oxoethyl)phenyl)-7-((2-ethoxy-2-oxoethyl)thio)-2-methylheptanoate